(R)-6-(2-(2-methylbenzyl)azepan-1-yl)-4-morpholinopyridin-2(1H)-one CC1=C(C[C@@H]2N(CCCCC2)C2=CC(=CC(N2)=O)N2CCOCC2)C=CC=C1